CC1=C(C=C(C(=O)NC2=CC(=C(C=C2)CN2CCN(CC2)C)C(F)(F)F)C=C1)C#CC1=NC(=C(N=C1)NC=1OC[C@@H](N1)C)C (S)-4-methyl-3-((6-methyl-5-((4-methyl-4,5-dihydrooxazol-2-yl)amino)pyrazin-2-yl)ethynyl)-N-(4-((4-methylpiperazin-1-yl)methyl)-3-(trifluoromethyl)phenyl)benzamide